FC1=CC=C(NC2=NN(C3=C2C=NC(=C3)C(=O)N3CCC(CC3)O)CC(F)(F)F)C=C1 [3-(4-fluoroanilino)-1-(2,2,2-trifluoroethyl)pyrazolo[4,3-c]pyridin-6-yl]-(4-hydroxy-1-piperidyl)methanone